3-((naphthalen-2-ylmethyl)amino)propan-1-ol C1=C(C=CC2=CC=CC=C12)CNCCCO